ClCC(=O)NC=1SC2=C(N1)C=CC(=C2)C 2-chloro-N-(6-methylbenzothiazol-2-yl)acetamide